1,3-bis(4-isopropylphenyl)urea C(C)(C)C1=CC=C(C=C1)NC(=O)NC1=CC=C(C=C1)C(C)C